Cl.C(C)S(=O)(=O)NC(=O)C1CCC2(CCN(CC2)C[C@H]2CNCC2)CC1 (R)-N-(Ethylsulfonyl)-3-(pyrrolidin-3-ylmethyl)-3-azaspiro[5.5]undecane-9-carboxamide hydrochloride